OC(=O)C(F)(F)F.ClC=1C=C(C=CC1OC1CCNCC1)C1=CN(C(C2=CN=CC=C12)=O)C 4-(3-chloro-4-(piperidin-4-yloxy)phenyl)-2-methyl-2,7-naphthyridin-1(2H)-one TFA salt